CC1=NOC(=C1C1=CCNCC(N1C)=O)C 7-(3,5-dimethylisoxazol-4-yl)-1-methyl-2-oxo-1,2,3,4-tetrahydro-[1,4]diazepine